N-((2-(6-((cis)-3,5-dimethylpiperazin-1-yl)pyridin-2-yl)-1,6-naphthyridin-7-yl)methyl)-4-methyl-3-(methylsulfonyl)benzamide C[C@@H]1CN(C[C@@H](N1)C)C1=CC=CC(=N1)C1=NC2=CC(=NC=C2C=C1)CNC(C1=CC(=C(C=C1)C)S(=O)(=O)C)=O